2-amino-6-fluoro-5-methyl-1H-indole-3-carbonitrile NC=1NC2=CC(=C(C=C2C1C#N)C)F